C(CC)C(CC(C#C)O)CCC 5-propyl-1-octyn-3-ol